FC1=CC=C(C=C1)N(C(=O)C=1C=C(C=2N(N1)C(=CN2)C=2C=CC(=NC2)NC(OC)=O)C)C methyl N-[5-[6-[(4-fluorophenyl)-methyl-carbamoyl]-8-methyl-imidazo[1,2-b]pyridazin-3-yl]-2-pyridyl]carbamate